[N+](=O)([O-])C1=C(C=CC=C1)S(=O)(=O)ON1N=NC=2C1=NC=CC2 3H-[1,2,3]triazolo[4,5-b]pyridin-3-yl 2-nitrobenzenesulfonate